C(C=C)(=O)[O-].N1C=[NH+]C=C1 imidazolium acrylate